N-(4-([1,2,4]triazolo[1,5-a]pyridin-7-yloxy)-3-chloro-2-fluorophenyl)-6-chloropyrido[3,2-d]pyrimidin-4-amine hydrochloride Cl.N=1C=NN2C1C=C(C=C2)OC2=C(C(=C(C=C2)NC=2C1=C(N=CN2)C=CC(=N1)Cl)F)Cl